7-(2-methyl-4-(6-(trifluoromethyl)quinazolin-2-yl)phenyl)-6,7-dihydro-1H-pyrazolo[3,4-f][1,4]oxazepin CC1=C(C=CC(=C1)C1=NC2=CC=C(C=C2C=N1)C(F)(F)F)N1CCOC=2C(=C1)NNC2